tert-butyl (S,E)-2-((3-(7-amino-7-oxo-2-((((tetrahydro-2H-pyran-4-yl)methoxy)carbonyl)amino)hept-5-enamido)-2-oxopyridin-1(2H)-yl)methyl)-4-neopentyl-1H-benzo[d]imidazole-1-carboxylate NC(/C=C/CC[C@@H](C(=O)NC=1C(N(C=CC1)CC1=NC2=C(N1C(=O)OC(C)(C)C)C=CC=C2CC(C)(C)C)=O)NC(=O)OCC2CCOCC2)=O